cyclohexanediene C1=CC=CCC1